3-methylcyclopentene CC1C=CCC1